ClC=1C=C(C=CC1OC)N1N=NC(=C1)[C@H](O)C1=C(N=CC=2N1C=NC2)C2CC2 |r| rac-[1-(3-chloro-4-methoxy-phenyl)-1H-[1,2,3]triazol-4-yl]-(6-cyclopropyl-imidazo[1,5-a]pyrazin-5-yl)-methanol